FC(C=1C=CC(=C(C1)C1=CC(=NC=C1C(=O)[O-])C)OC)F 4-(5-(difluoromethyl)-2-methoxyphenyl)-6-methylnicotinate